tert-Butyl 4-((2-(hydroxymethyl)pyridin-4-yl)methylene)piperidine-1-carboxylate OCC1=NC=CC(=C1)C=C1CCN(CC1)C(=O)OC(C)(C)C